C1N([C@@H](CC2=C1NC1=CC=CC=C21)C(=O)OC)C(=O)OC(C)(C)C 2-(tert-butyl) 3-methyl (S)-1,3,4,9-tetrahydro-2H-pyrido[3,4-b]indole-2,3-dicarboxylate